tert-butyl (6-(pyridin-4-ylmethyl)spiro[3.3]heptan-2-yl)carbamate N1=CC=C(C=C1)CC1CC2(CC(C2)NC(OC(C)(C)C)=O)C1